3-(2,2-Dibromovinyl)-4-hydroxy-benzoic acid methyl ester COC(C1=CC(=C(C=C1)O)C=C(Br)Br)=O